O=C1NC(CCC1NC1=C(CN(C)CC2=CC=C(C(=O)NC3=CC(=C(C=C3)C)NC3=NC=CC(=N3)C=3C=NC=CC3)C=C2)C=CC=C1)=O 4-(((2-((2,6-dioxopiperidin-3-yl)amino)benzyl)(methyl)amino)methyl)-N-(4-methyl-3-((4-(pyridin-3-yl)pyrimidin-2-yl)amino)phenyl)benzamide